methyl 2-(chloromethyl)-7-(2-methoxyethoxy)-3-[[(2S)-oxetan-2-yl]methyl]benzimidazole-5-carboxylate ClCC=1N(C2=C(N1)C(=CC(=C2)C(=O)OC)OCCOC)C[C@H]2OCC2